C1(CC1)CNC1=NC=CC(=C1)C=1OC=C(N1)C(=O)NC1=CC2=CN(N=C2C=C1C(C)(C)O)C1CCC(CC1)CO 2-[2-(Cyclopropylmethylamino)-4-pyridyl]-N-[2-[4-(hydroxymethyl)cyclohexyl]-6-(1-hydroxy-1-methyl-ethyl)indazol-5-yl]oxazole-4-carboxamide